CC1([C@@H]([C@H](CCC1)C)C(=O)O)C (1R,6S)-2,2,6-trimethylcyclohexanecarboxylic acid